4-ETHOXYCARBONYL-3-FLUOROPHENYLBORONIC ACID C(C)OC(=O)C1=C(C=C(C=C1)B(O)O)F